COC1=CC=C(C=C1)C1=NN2C(=NC=3C=CC=CC3C2=N1)N[C@H]1C(NCCN(C1)C)=O (6R)-6-{[2-(4-methoxyphenyl)[1,2,4]triazolo[1,5-c]quinazolin-5-yl]amino}-1-methyl-1,4-diazepan-5-one